Cl[Si](C1C=C(C2=CC=3CCCC3C=C12)CC(C)C1=CC=CC=C1)(C)C Chlorodimethyl-(3-(2-phenylpropyl)-1,5,6,7-tetrahydro-s-indacen-1-yl)silane